[Si](C)(C)(C(C)(C)C)O[C@H]1[C@H](O[C@H]([C@@H]1OC)N1C(NC(C=C1)=O)=O)CC(=O)O.C(=C)C(C)=O vinyl-ethanone (2R,3S,4R,5R)-3-((tert-butyldimethylsilyl)oxy)-5-(2,4-dioxo-3,4-dihydropyrimidin-1(2H)-yl)-4-methoxytetrahydrofuran-2-yl-acetate